8-(3-chloro-2-ethylphenyl)-9-(4-((1-(3-fluoropropyl)azetidin-3-yl)methyl)phenyl)-6,7-dihydro-5H-benzo[7]annulene-3-carboxylic acid ClC=1C(=C(C=CC1)C=1CCCC2=C(C1C1=CC=C(C=C1)CC1CN(C1)CCCF)C=CC(=C2)C(=O)O)CC